barium isooctanoate salt C(CCCCC(C)C)(=O)[O-].[Ba+2].C(CCCCC(C)C)(=O)[O-]